methyl 5-bromo-2-[1-[(tert-butoxycarbonylamino)methyl]-2-methyl-propyl]pyrazole-3-carboxylate BrC=1C=C(N(N1)C(C(C)C)CNC(=O)OC(C)(C)C)C(=O)OC